C(C)(=O)NC=1N=C2N(N=C(C=C2)C=2C=C(C(=NC2)C)C(=O)N[C@H](C)C2=C(C=CC(=C2)OC(F)(F)F)F)C1 5-{2-acetamidoimidazo[1,2-b]pyridazin-6-yl}-N-[(1R)-1-[2-fluoro-5-(trifluoromethoxy)phenyl]ethyl]-2-methylpyridine-3-carboxamide